C[C@@H]1CN(C[C@@H](O1)C)C(=O)C=1C2=C(N(N1)CC(=O)N1CCN(CC1)C1=C(C(=C(C=C1)OC)C)C)CCC2 2-{3-[(2R,6S)-2,6-Dimethylmorpholin-4-carbonyl]-5,6-dihydrocyclopenta[c]pyrazol-1(4H)-yl}-1-[4-(4-methoxy-2,3-dimethylphenyl)piperazin-1-yl]ethan-1-on